3H-Dibenz[f,ij]isoquinoline-2,7-dione C=1C(NC2=C3C(C(C4=C(C13)C=CC=C4)=O)=CC=C2)=O